C(C)(=O)C=1C=C(C=C2C(N(C(=NC12)N1CCC(CC1)(F)F)C)=O)C#C[Si](C)(C)C 8-acetyl-2-(4,4-difluoropiperidin-1-yl)-3-methyl-6-((trimethylsilyl)ethynyl)quinazolin-4(3H)-one